2-(2,2-Difluoroethoxy)-3-methylbenzoic acid FC(COC1=C(C(=O)O)C=CC=C1C)F